FC12CC(C1)(C2)SC2=NC=CC=C2 2-[(3-fluoro-1-bicyclo[1.1.1]pentanyl)sulfanyl]pyridine